O[C@H]1[C@@H](CCCC1)NCC=1C=C2CN(C(C2=CC1)=O)C1C(NC(CC1)=O)=O 3-(5-((((1R,2R)-2-hydroxycyclohexyl)amino)methyl)-1-oxoisoindolin-2-yl)piperidine-2,6-dione